sodium 2-(8-chloro-2-((2-fluorophenyl)amino)-9-(methylthio)-5-oxobenzo[b][1,8]naphthyridin-10(5H)-yl)acetate ClC=1C=CC2=C(N(C=3N=C(C=CC3C2=O)NC2=C(C=CC=C2)F)CC(=O)[O-])C1SC.[Na+]